FC(F)C1=NN(C=C1C(=O)NC1=C2[C@H](CC(C2=C(C=C1)F)(C)C)C)C (difluoromethyl)-N-[(3S)-7-fluoro-1,1,3-trimethyl-2,3-dihydro-1H-inden-4-yl]-1-methyl-1H-pyrazole-4-carboxamide